C(C1=CC=CC=C1)OCC=1NC=2N(C(C1C1=CC=C(C=C1)OC)=O)N=C(C2)C2=CC=CC=C2 5-((benzyloxy)methyl)-6-(4-methoxyphenyl)-2-phenylpyrazolo[1,5-a]pyrimidin-7(4H)-one